4-(2-cyanoacetyl)-1H-pyridine C(#N)CC(=O)C1=CCNC=C1